lithium vanadium phosphate phosphate P(=O)([O-])([O-])[O-].P(=O)([O-])([O-])[O-].[V+5].[Li+]